S1C(=CC=C1)CC=O thiophene-2-acetaldehyde